ClC=1C=CC(=C(C1)C1=NC=NC(=C1)OC)N1N=NC(=C1)Cl 4-[5-chloro-2-(4-chloro-1H-1,2,3-triazol-1-yl)phenyl]-6-methoxypyrimidin